C1(=CC=CC=C1)C1=NC2=CC=CC=C2C(=C1)C(=O)OCC ethyl 2-phenyl-4-quinolinecarboxylate